ClC1=CC2=C(C=N1)C(=NN2)N2CC1CN(CC1C2)C 6-Chloro-3-(5-methylhexahydropyrrolo[3,4-c]pyrrol-2(1H)-yl)-1H-pyrazolo[4,3-c]pyridine